C1(=CC=CC=C1)C1C(OCCC1)=O phenyloxaneOne